ethyl 1-{bicyclo[2.2.1]heptan-2-yl}-4-[1-methyl-4-(3-{[1-methyl-4-(1-methylimidazole-2-amido)imidazol-2-yl]formamido}propanamido)pyrrole-2-amido]imidazole-2-carboxylate C12C(CC(CC1)C2)N2C(=NC(=C2)NC(=O)C=2N(C=C(C2)NC(CCNC(=O)C=2N(C=C(N2)NC(=O)C=2N(C=CN2)C)C)=O)C)C(=O)OCC